(((2R,3S,4R,5R)-2-(acetoxymethyl)-5-(4-aminopyrrolo[2,1-f][1,2,4]triazin-7-yl)-5-cyano-4-hydroxytetrahydrofuran-3-yl)oxy)methyl pivalate C(C(C)(C)C)(=O)OCO[C@@H]1[C@H](O[C@@]([C@@H]1O)(C#N)C1=CC=C2C(=NC=NN21)N)COC(C)=O